C1(CCCCC1)C(NC1=NC=NC2=C(C=C(C=C12)C1=CC=C(C=C1)F)OC)C1=CC=CC=C1 N-[cyclohexyl-(phenyl)methyl]-6-(4-fluorophenyl)-8-methoxy-quinazolin-4-amine